C(C)S(=O)(=O)NC1CCC2(CN(C2)C[C@H]2CNCC2)CC1 (R)-3-((7-(ethanesulfonamido)-2-azaspiro[3.5]nonan-2-yl)methyl)pyrrolidin